1-octadecanoyl-sn-glycero-3-phosphoserine C(CCCCCCCCCCCCCCCCC)(=O)OC[C@@H](O)COP(=O)(O)OC[C@H](N)C(=O)O